4-(2-(bis(2,4-dimethoxybenzyl)amino)oxazolo[4,5-c]pyridin-7-yl)-6-((S)-6,8-dichloro-1-methyl-1,2,3,4-tetrahydroisoquinoline-2-carbonyl)morpholin-3-one COC1=C(CN(C=2OC3=C(C=NC=C3N3C(COC(C3)C(=O)N3[C@H](C4=C(C=C(C=C4CC3)Cl)Cl)C)=O)N2)CC2=C(C=C(C=C2)OC)OC)C=CC(=C1)OC